NC1CN(CC12C(CCO2)C)C2=NC=1CCC(CC1C=C2F)NC(=O)C2=CC1=C(N=N2)N(C=C1Cl)CC N-(2-{9-amino-4-methyl-1-oxa-7-azaspiro[4.4]nonan-7-yl}-3-fluoro-5,6,7,8-tetrahydroquinolin-6-yl)-5-chloro-7-ethyl-7H-pyrrolo[2,3-c]pyridazine-3-carboxamide